N-(bis(4-(tributylsilyl)phenyl)phosphaneyl)-1-(dibenzo[b,d]furan-4-yl)-N-phenyl-1-(4-(tributylsilyl)phenyl)phosphanamine C(CCC)[Si](C1=CC=C(C=C1)P(N(P(C1=CC=C(C=C1)[Si](CCCC)(CCCC)CCCC)C1=CC=CC2=C1OC1=C2C=CC=C1)C1=CC=CC=C1)C1=CC=C(C=C1)[Si](CCCC)(CCCC)CCCC)(CCCC)CCCC